(S)-3-((8-(pyridin-3-ylcarbamoyl)quinolin-5-yl)amino)pyrrolidine-1-carboxylic acid tert-butyl ester C(C)(C)(C)OC(=O)N1C[C@H](CC1)NC1=C2C=CC=NC2=C(C=C1)C(NC=1C=NC=CC1)=O